6-(3-Aminobenzylamino)-9-β-D-arabinofuranosylpurin NC=1C=C(CNC2=C3N=CN(C3=NC=N2)[C@H]2[C@@H](O)[C@H](O)[C@H](O2)CO)C=CC1